5-amino-3-(β-D-ribofuranosyl)-3,6-dihydro-7H-[1,2,3]triazolo[4,5-d]pyrimidin-7-one NC=1NC(C2=C(N1)N(N=N2)[C@H]2[C@H](O)[C@H](O)[C@H](O2)CO)=O